N-(1-(6,7-Difluoro-4-oxo-3,4-dihydrophthalazin-1-yl)ethyl)-4-(difluoromethyl)-N-methyl-1H-indole-2-carboxamide FC=1C=C2C(NN=C(C2=CC1F)C(C)N(C(=O)C=1NC2=CC=CC(=C2C1)C(F)F)C)=O